2-(3-(1-(3-aminoazetidin-1-yl)ethyl)-2-chlorophenoxy)ethan-1-ol NC1CN(C1)C(C)C=1C(=C(OCCO)C=CC1)Cl